7,8-dichloro-4-(1H-imidazol-1-yl)quinolin ClC1=CC=C2C(=CC=NC2=C1Cl)N1C=NC=C1